methyl 2-aminospiro[3.3]heptane-6-carboxylate hydrochloride salt Cl.NC1CC2(C1)CC(C2)C(=O)OC